FC1=CC=C(C=C(C(=O)OCCC)C#N)C=C1 n-propyl 4-fluoro-α-cyanocinnamate